(2-furyl)-5-[(3-methyl-2-pyridyl)methylamino]pyrazolo[1,5-a]pyrimidine-3-carboxamide O1C(=CC=C1)C1=NN2C(N=C(C=C2)NCC2=NC=CC=C2C)=C1C(=O)N